Trioxygen O=[O+][O-]